C1(CC1)CS(=O)(=O)N1C=CC2=C(C=C(C=C12)F)C1=CC(=C2NC(C=3N(C2=C1C)C(=NN3)C)(C)C)F 8-[1-(cyclopropyl-methylsulfonyl)-6-fluoro-1H-indol-4-yl]-6-fluoro-1,4,4,9-tetramethyl-5H-[1,2,4]triazolo[4,3-a]quinoxaline